C(C)N1N=C(C(=C1C1=NN(C(=N1)C1=NC(=CC2=C1C=NN2C)C(=O)N)C)O)C 4-[3-(1-ethyl-4-hydroxy-3-methyl-1H-pyrazol-5-yl)-1-methyl-1H-1,2,4-triazol-5-yl]-1-methyl-1H-pyrazolo[4,3-c]pyridine-6-carboxamide